6-(2-Cyclopropylpyrrolidin-1-yl)quinoline-4-carboxylic acid rac-tert-Butyl-(R)-6-(2-cyclopropylpyrrolidin-1-yl)quinoline-4-carboxylate C(C)(C)(C)OC(=O)C1=CC=NC2=CC=C(C=C12)N1[C@H](CCC1)C1CC1.C1(CC1)C1N(CCC1)C=1C=C2C(=CC=NC2=CC1)C(=O)O |r|